C1(=CC=CC=C1)P(N=C(CC1=CC=C(C=C1)C)N)C1=CC=CC=C1 N2-(diphenylphosphino)-2-p-tolylacetamidine